(2S,4R)-2-formylamino-4-((4-methyl-3-nitrophenyl)sulfonylamino)pyrrolidine-1-carboxylic acid tert-butyl ester C(C)(C)(C)OC(=O)N1[C@@H](C[C@H](C1)NS(=O)(=O)C1=CC(=C(C=C1)C)[N+](=O)[O-])NC=O